FC(C1=CC=C(C=C1)C1C[C@H](NC1)CO)(F)F ((2S)-4-(4-(trifluoromethyl)phenyl)pyrrolidin-2-yl)methanol